S1CCN(CC1)CC1=CC=C(C=C1)C1=NOC(=N1)C(F)(F)F 3-[4-(thiomorpholinomethyl)phenyl]-5-(trifluoromethyl)-1,2,4-oxadiazole